C1(=CC=CC=C1)C1=NNC(C1)=O 3-Phenyl-1H-pyrazole-5(4H)-one